C(C)(C)(C)OC(=O)NC12CC(C1)(C2)C=2SC=C(N2)C(=O)N[C@@H](CO)C(=O)O (2-(3-((tert-butoxycarbonyl)amino)bicyclo[1.1.1]pentan-1-yl)thiazole-4-carbonyl)-L-serine